3-(4,4,5,5-tetramethyl-1,3,2-dioxaborolan-2-yl)-N-(2,2,2-trifluoroethyl)cyclobut-2-en-1-amine CC1(OB(OC1(C)C)C1=CC(C1)NCC(F)(F)F)C